[Na].NC=1C=CC=CC1N 3,4-diaminobenzene sodium